OCC=1C2=C(C(NN1)=O)SC(=C2)C2=C(N(N=C2)C)C2=C(C1=CC=CC=C1C=C2)C#N 2-[4-[4-(hydroxymethyl)-7-oxo-6H-thieno[2,3-d]pyridazin-2-yl]-2-methyl-pyrazol-3-yl]naphthalene-1-carbonitrile